3-((1H-1,2,4-triazol-1-yl)methyl)-4-methoxybenzaldehyde N1(N=CN=C1)CC=1C=C(C=O)C=CC1OC